3-(5-((4-(4-((3-amino-5-((3S,4S)-4-amino-3-methyl-2-oxa-8-azaspiro[4.5]decan-8-yl)pyrazin-2-yl)thio)pyridin-2-yl)piperazin-1-yl)methyl)-1-oxoisoindolin-2-yl)piperidine-2,6-dione NC=1C(=NC=C(N1)N1CCC2([C@@H]([C@@H](OC2)C)N)CC1)SC1=CC(=NC=C1)N1CCN(CC1)CC=1C=C2CN(C(C2=CC1)=O)C1C(NC(CC1)=O)=O